4-amino-N-guanylbenzenesulfonamide NC1=CC=C(C=C1)S(=O)(=O)NC(N)=N